4-m-methylphenyl-pyrrole CC=1C=C(C=CC1)C=1C=CNC1